N-(1-(4-fluorophenyl)-2-oxopyrrolidin-3-yl)-2-(5-hydroxy-1H-indol-3-yl)-2-oxoacetamide FC1=CC=C(C=C1)N1C(C(CC1)NC(C(=O)C1=CNC2=CC=C(C=C12)O)=O)=O